1-(7-bromoquinolin-3-yl)ethan-1-one 1-naphthyl-sulfate 2,5-dioxopyrrolidin-1-yl-(2S)-3-[(tert-butoxycarbonyl)amino]-2-(2,5-dioxopyrrol-1-yl)propanoate O=C1N(C(CC1)=O)[C@@](C(=O)O)(CNC(=O)OC(C)(C)C)N1C(C=CC1=O)=O.C1(=CC=CC2=CC=CC=C12)OS(=O)(=O)O.BrC1=CC=C2C=C(C=NC2=C1)C(C)=O